BrC=1C2=C(C(=NC1)N(C(OC(C)(C)C)=O)C(=O)OC(C)(C)C)C=NN2COCC[Si](C)(C)C tert-butyl N-[7-bromo-1-(2-trimethylsilylethoxymethyl)pyrazolo[4,3-c]pyridin-4-yl]-N-tert-butoxycarbonyl-carbamate